1,5-Dimethyl-3-(4-(isopropylthio)phenyl)-pyrazol-4-ol CN1N=C(C(=C1C)O)C1=CC=C(C=C1)SC(C)C